5-((4-(pyridin-4-ylmethyl)-1H-imidazol-2-yl)methyl)thiazole N1=CC=C(C=C1)CC=1N=C(NC1)CC1=CN=CS1